C1(CCCC1)=C1CC(=C(C=C1)O)C=1C(=CC=CC1)O 4'-(cyclopentylidene)biphenol